2-(methylsulfonyl)-7H,8H-pyrido[3,4-d]Pyrimidin-8-one CS(=O)(=O)C=1N=CC2=C(N1)C(NC=C2)=O